4-(2-(4-fluorophenyl)-2-methylbenzo[d][1,3]dioxol-4-yl)piperidine HCl salt Cl.FC1=CC=C(C=C1)C1(OC2=C(O1)C=CC=C2C2CCNCC2)C